O=C1NC(C2=CC(=CC=C12)OC1=CC=C(C=C1)NC(C1=C(C=CC=C1)OC)=O)=O N-(4-((1,3-dioxoisoindolin-5-yl)oxy)phenyl)-2-methoxybenzamide